({[3-[(isobutyryloxy)methoxy]-4-methoxypyridin-2-yl]carbonyl}amino)-6-methyl-4,9-dioxo-1,5-dioxonan-7-yl 2-methylpropanoate CC(C(=O)OC1C(OC(CC(OC(C1)=O)NC(=O)C1=NC=CC(=C1OCOC(C(C)C)=O)OC)=O)C)C